methyl 3-chloro-5-chloroformyl-2-picolinate ClC=1C(=NC=C(C1)C(=O)Cl)C(=O)OC